[4-[2-[1-(1,1-dioxothiolan-3-yl)-4-piperidyl]-3H-imidazo[4,5-b]pyridin-7-yl]-1-piperidyl]-[4-(trifluoromethoxy)phenyl]methanone O=S1(CC(CC1)N1CCC(CC1)C1=NC=2C(=NC=CC2C2CCN(CC2)C(=O)C2=CC=C(C=C2)OC(F)(F)F)N1)=O